C(C)(C)(C)OC(=O)N1CC2(C1)CN(C[C@@H]2C(N[C@H](C(=O)NC)[C@@H](C)OCC2=CC=CC=C2)=O)C(=O)OCC2C1=CC=CC=C1C=1C=CC=CC21 (R)-8-(((2S,3R)-3-(benzyloxy)-1-(methylamino)-1-oxobutan-2-yl)carbamoyl)-2,6-diazaspiro[3.4]octane-2,6-dicarboxylic acid 6-((9H-fluoren-9-yl) methyl) 2-(tert-butyl) ester